N[C@H](CC1=C(C2=NC(=CC(=C2S1)NCC=1OC=CC1)Cl)Br)CSC 2-[(2R)-2-amino-3-(methylsulfanyl)propyl]-3-bromo-5-chloro-N-[(furan-2-yl)methyl]thieno[3,2-b]pyridin-7-amine